methyl 5-((2-((S)-2-((S)-2-amino-3-methylbutanamido)-3-methylbutanamido)ethyl)carbamoyl)-2-(2-(4-fluorophenyl)butanamido)-4-methylthiophene-3-carboxylate N[C@H](C(=O)N[C@H](C(=O)NCCNC(=O)C1=C(C(=C(S1)NC(C(CC)C1=CC=C(C=C1)F)=O)C(=O)OC)C)C(C)C)C(C)C